CC1=C(C(=CC=C1)Br)C 2,3-dimethylbromobenzene